CN1N=C(C(=C1)C1=CC2=C(N=CN=C2N2N=C(C=C2)C2=CC=C(C=C2)F)O1)C [6-(1,3-dimethylpyrazol-4-yl)furo[2,3-d]pyrimidin-4-yl]-3-(4-fluorophenyl)-1H-pyrazole